C1=CC=CC=2C3=CC=CC=C3N(C12)C=1C(=C(C=CC1)C1=C(C(=CC=C1)N1C2=CC=CC=C2C=2C=CC=CC12)C)C 3,3'-bis(9-carbazolyl)-2,2'-dimethyl-biphenyl